C(CCCCCCCC)(=O)OC\C=C/CN(CC(=O)N1CCN(CC1)C(=O)OC(C)(C)C)CCCCCCCCCCCCCC tert-Butyl (Z)-4-(N-(4-(nonanoyloxy)but-2-en-1-yl)-N-tetradecylglycyl)piperazine-1-carboxylate